N-(5-(trifluoromethyl)-2-(4-(trifluoromethyl)phenoxy)phenyl)methanesulfonamide FC(C=1C=CC(=C(C1)NS(=O)(=O)C)OC1=CC=C(C=C1)C(F)(F)F)(F)F